3-(4-((1R,5S)-3,8-diazabicyclo[3.2.1]octan-3-yl)-8-fluoro-2-(((2R,7aS)-2-fluorotetrahydro-1H-pyrrolizin-7a(5H)-yl)methoxy)quinazolin-7-yl)-4-chloro-5-fluoroaniline [C@H]12CN(C[C@H](CC1)N2)C2=NC(=NC1=C(C(=CC=C21)C=2C=C(N)C=C(C2Cl)F)F)OC[C@]21CCCN1C[C@@H](C2)F